2-(1-methylpiperidin-4-yl)-N-(thiophen-2-ylmethyl)pyrido[3,4-d]pyrimidin-4-amine CN1CCC(CC1)C=1N=C(C2=C(N1)C=NC=C2)NCC=2SC=CC2